CC1(OB(OC1(C)C)C1=CC=C(C=C1)C=1N=NN(C1)CC1=CC=NC=C1)C 4-((4-(4-(4,4,5,5-tetramethyl-1,3,2-dioxaborolan-2-yl)phenyl)-1H-1,2,3-triazol-1-yl)methyl)pyridine